C(=O)(N1N=CC=C1)N1N=CC=C1 1,1'-carbonylbis-1H-pyrazole